BrC1=CC=C(C=C1)C1(CCC1)N(C)C 1-(4-bromophenyl)-N,N-dimethylcyclobutan-1-amine